3-(Benzyloxy)-1-(trifluoromethyl)cyclobutan-1-ol C(C1=CC=CC=C1)OC1CC(C1)(O)C(F)(F)F